propylamide pentahydrochloride Cl.Cl.Cl.Cl.Cl.C(CC)[NH-]